FC1(C[C@@H]([C@@H](C2=CC=C(C=C12)O)C1=CC=C(C=C1)N1CCC(CC1)CN1CCN(CC1)C=1C=C2CN(C(C2=CC1)=O)[C@@H]1C(NC(CC1)=O)=O)C1=C(C=CC=C1)C)F (S)-3-(5-(4-((1-(4-((1R,2S)-4,4-difluoro-6-hydroxy-2-(o-tolyl)-1,2,3,4-tetrahydronaphthalen-1-yl)phenyl)piperidin-4-yl)methyl)piperazin-1-yl)-1-oxoisoindolin-2-yl)piperidine-2,6-dione